COC1=C2C=C(NC2=CC=C1)C(=O)N1[C@@H](C2C([C@H]2C1)(C)C)C(=O)N[C@H](C(=O)OC)C[C@H]1C(NCC1)=O methyl (2S)-2-[[(2S,5S)-3-(4-methoxy-1H-indole-2-carbonyl)-6,6-dimethyl-3-azabicyclo[3.1.0]hexane-2-carbonyl]amino]-3-[(3S)-2-oxopyrrolidin-3-yl]propanoate